(2S)-tert-Butyl 2-methyl-4-oxo-5-(pyrimidine-2-carbonyl)piperidine-1-carboxylate C[C@@H]1N(CC(C(C1)=O)C(=O)C1=NC=CC=N1)C(=O)OC(C)(C)C